COC=1C=C(C=C(C1)OC)C(\C(=C\C1=CNC2=CC=CC=C12)\C)=O (E)-1-(3,5-dimethoxyphenyl)-3-(1H-indol-3-yl)-2-methylpropan-2-en-1-one